C1(=CC=CC=C1)C(=O)C1=C(C(=C(C=C1)OC)OC)OC Phenyl-(2,3,4-trimethoxyphenyl)methanone